methyl-tris-(3-methyl-1-butyn-3-oxy)silane C[Si](OC(C#C)(C)C)(OC(C#C)(C)C)OC(C#C)(C)C